ClC=1C=C(C=CC1)C1(NC2=CC=CC=C2N=C1NCC1=CC=C(C=C1)Cl)N 2-(3-chlorophenyl)-N3-(4-chlorobenzyl)quinoxaline-2,3-diamine